S(=O)(=O)(OCC1=CC=C(C=C1)C)[O-] 4-methylbenzyl sulfate